((9H-fluoren-9-yl)methoxy)carbonyl-D-glutamic acid C1=CC=CC=2C3=CC=CC=C3C(C12)COC(=O)N[C@H](CCC(=O)O)C(=O)O